NC1CCC(CC1)NC(=O)C1COC2=C(O1)C=C(C=C2)OCC2=CC=CC=C2 7-Benzyloxy-2,3-dihydro-benzo[1,4]dioxine-2-carboxylic acid (4-amino-cyclohexyl)-amide